3-{5-methoxy-[1,3]thiazolo[4,5-b]pyridin-6-yl}-1-{[2-(trimethylsilyl)ethoxy]methyl}pyrrolo[2,3-b]pyridin-6-amine COC1=C(C=C2C(=N1)N=CS2)C2=CN(C1=NC(=CC=C12)N)COCC[Si](C)(C)C